N1N=CC2=CC=C(C=C12)OC=1C(N(C(C1)=O)CC1CCOCC1)=O 3-((1H-indazol-6-yl)oxy)-1-((tetrahydro-2H-pyran-4-yl)methyl)-1H-pyrrole-2,5-dione